BrC1=C(C=CC=C1COC1=CC=C(C([C@](N)(CO)C(=O)O)OCC=2C=NC=CC2)C=C1Cl)C1=C(C(=CC=C1)C1=NC(=NO1)CN1CCC(CC1)O)C 4-((2-bromo-3'-(3-((4-hydroxypiperidin-1-yl)methyl)-1,2,4-oxadiazol-5-yl)-2'-methyl-[1,1'-biphenyl]-3-yl)methoxy)-5-chloro-2-(pyridin-3-ylmethoxybenzyl)-L-serine